CC1=NC=CC(=C1)CN1N=C(N=C1)C(=O)N 1-((2-methylpyridin-4-yl)methyl)-1H-1,2,4-triazole-3-carboxamide